C1CC1NC2=C3C(=NC(=N2)N)N(C=N3)[C@@H]4C[C@@H](C=C4)C(=O)O The molecule is a monocarboxylic acid oxidation product of abacavir, in which the C-5' hydroxymethyl group has been oxidised to a carboxy group. One of the two major metabolites of abacavir in humans (the other is the 5'-glucuronide, CHEBI:64189). It has a role as a metabolite. It derives from an abacavir.